C(CCCCCCC\C=C/CCCCCCCC)[N-]C(CCCCCCCCCCCCCCCCC)=O N-oleyl-stearoyl-amide